OCCN(CC(=O)O)CCO N,N-bishydroxyethyl-glycine